C(C=C)(=O)NCCNC(OC(C)(C)C)=O tert-butyl (2-acrylamidoethyl)carbamate